C(C)(C)C1=C(C1)[Si](C1=CC=CC=C1)(C1=CC=CC=C1)C1=CC=CC=C1 (2-isopropyl-1-cyclopropen-1-yl)(triphenyl)silane